C1(=CC(=CC=C1)N1C=NC=C1)C (m-tolyl)-1H-imidazole